[Pd].[Ni].[Ti] titanium-nickel-palladium